FCCCN1C[C@H](CC1)C1=NC=CC=C1N ((S)-1-(3-fluoropropyl)pyrrolidin-3-yl)pyridin-3-amine